N-((2-(6-((cis)-2,6-dimethylmorpholino)pyridin-2-yl)-1,6-naphthyridin-7-yl)methyl)-3,4-dimethylbenzamide C[C@@H]1O[C@@H](CN(C1)C1=CC=CC(=N1)C1=NC2=CC(=NC=C2C=C1)CNC(C1=CC(=C(C=C1)C)C)=O)C